3-((1R)-1-((7-(3,8-diazabicyclo[3.2.1]octan-3-yl)-4-methylpyrido[3,4-d]pyridazin-1-yl)amino)ethyl)-2-methyl-Benzonitrile C12CN(CC(CC1)N2)C2=CC=1C(=C(N=NC1N[C@H](C)C=1C(=C(C#N)C=CC1)C)C)C=N2